1-(2-methoxyethyl)-3-ethylimidazole perrhenate [Re](=O)(=O)(=O)O.COCCN1CN(C=C1)CC